N1N=C(C=C1)CN1C(C2=CC=C(C=C2C=N1)S(=O)(=O)C1=NC=C(C=C1)OC)=O 2-((1H-pyrazol-3-yl)methyl)-6-((5-methoxypyridin-2-yl)sulfonyl)phthalazin-1(2H)-one